CC1=C(C=CC=C1COC=1C=C(C(=C2CCCC12)CN1C(CC1)CO)OC1=CC=CC=C1)C1=CC=CC=C1 (1-((7-((2-methyl-[1,1'-biphenyl]-3-yl)methoxy)-5-phenoxy-2,3-dihydro-1H-inden-4-yl)methyl)azetidin-2-yl)methanol